COC=1C=2N(C=CC1C#N)N=CC2[N+](=O)[O-] 4-Methoxy-3-nitro-pyrazolo[1,5-a]pyridine-5-carbonitrile